3-({1-[2-(dimethylamino)ethyl]-2-(2,2-dimethylpropyl)-1H-1,3-benzodiazepine-5-yl}sulfonyl)azetidin-1-ol CN(CCN1C(=NC=C(C2=C1C=CC=C2)S(=O)(=O)C2CN(C2)O)CC(C)(C)C)C